2-(difluoromethyl)pyrimidine-5-carboxylic acid FC(C1=NC=C(C=N1)C(=O)O)F